C1(CC1)S(=O)(=O)NC=1SC=C(N1)C(C(=O)NC1=NC=C(C=C1)C=1C=NC=NC1)(C)C 2-(2-(cyclopropanesulfonamido)thiazol-4-yl)-2-methyl-N-(5-(pyrimidin-5-yl)pyridin-2-yl)propanamide